(1s,3s)-3-Hydroxycyclobutyl (8-amino-7-fluoro-6-((6as,7ar)-4-methyl-6,6a,7,7a-tetrahydro-5H-cyclopropa[c][1,5]naphthyridin-3-yl)isoquinolin-3-yl)carbamate NC=1C(=C(C=C2C=C(N=CC12)NC(OC1CC(C1)O)=O)C1=CN=C2[C@H]3[C@@H](CNC2=C1C)C3)F